C(C)(C)(C)OC(=O)N(C1CCN(CC1)C=1C2=CNN=C2C(=CC1)C(=O)OC)C methyl 4-{4-[(tert-butoxycarbonyl)(methyl)amino]piperidin-1-yl}-2H-indazole-7-carboxylate